FC=1C=C(C=CC1F)C1=C(N=C(C2=C(C=CC=C12)O)OC1CC(C1)C(=O)O)C1CCOCC1 3-[[4-(3,4-difluorophenyl)-8-hydroxy-3-tetrahydropyran-4-yl-1-isoquinolyl]oxy]-cyclobutanecarboxylic acid